ClC1=C(CN2CCC(CC2)NC(OC(C)(C)C)=O)C=CC=C1[N+](=O)[O-] Tert-butyl (1-(2-chloro-3-nitrobenzyl)piperidin-4-yl)carbamate